COC1=C(C=C(C(=O)O)C=C1)S(NC1=C(C=CC(=C1)C(F)(F)F)N1CCOCC1)(=O)=O 4-methoxy-3-(N-(2-morpholino-5-(trifluoromethyl)phenyl)sulfamoyl)benzoic acid